ClC=1C=C(C=CC1F)C(C=1NC=C(N1)S(=O)(=O)Cl)C1=CC(=C(C=C1)F)Cl 2-(bis(3-chloro-4-fluorophenyl)methyl)-1H-imidazole-4-sulfonyl chloride